C(C)(C)(C)OC(=O)N1C[C@@H]2O[C@@H]2[C@@H](C1)O.COC1C2C=CC(C1OC)C2 exo-5,6-dimethoxynorbornene (1S,5R,6R)-tert-butyl-5-hydroxy-7-oxa-3-azabicyclo[4.1.0]heptane-3-carboxylate